2-[(4-{6-[(4-chloro-2-fluorobenzyl)oxy]pyridin-2-yl}piperidin-1-yl)methyl]-1-[(1-methylazetidin-2-yl)methyl]-1H-benzimidazole-6-carboxylic acid ClC1=CC(=C(COC2=CC=CC(=N2)C2CCN(CC2)CC2=NC3=C(N2CC2N(CC2)C)C=C(C=C3)C(=O)O)C=C1)F